NC1=NC=2C=CC(=CC2C=2N1C(=NC2)C)C(=O)O 5-amino-3-methylimidazo[1,5-c]quinazoline-9-carboxylic acid